CC1=C(OC=2CCC3=CN(N=C3C21)C[C@H]2OCCC2)C(=O)OCC ethyl 8-methyl-2-[(2S)-tetrahydrofuran-2-ylmethyl]-4,5-dihydro-2H-furo[2,3-g]indazole-7-carboxylate